tri(2-(dimethylamino)ethyl)amine CN(CCN(CCN(C)C)CCN(C)C)C